1-(1-phenyl-cyclohexyl)piperidine C1(=CC=CC=C1)C1(CCCCC1)N1CCCCC1